4,5-dichloro-2-[piperidin-4-yl(1H-pyrazol-1-yl)methyl]phenol ClC1=CC(=C(C=C1Cl)O)C(N1N=CC=C1)C1CCNCC1